2,8,9-trimethyl-7-(3-(quinolin-3-yl)-7,8-dihydro-1,6-naphthyridin-6(5H)-yl)-4H-pyrimido[1,2-b]pyridazin-4-one CC=1N=C2N(N=C(C(=C2C)C)N2CC=3C=C(C=NC3CC2)C=2C=NC3=CC=CC=C3C2)C(C1)=O